N,N-diethyl-trimethyl-silaneamine C(C)N([Si](C)(C)C)CC